Ammonium pyrrolidinedicarbamate N1(C(CCC1)NC(=O)[O-])NC(=O)[O-].[NH4+].[NH4+]